2-cyanoacetyl carbamate C(N)(OC(CC#N)=O)=O